ClCCO[Zr](OCCCl)(OCCCl)OCCCl.[Zr] zirconium tetra(2-chloroethoxy)zirconium